[Fe].OC(=O)CCCC[C@@H]1SC[C@@H]2NC(=O)N[C@H]12 biotin iron